iodo-3-propylchromen-4-one IC=1OC2=CC=CC=C2C(C1CCC)=O